4-chloro-2-(4-(2-((dimethylamino)methyl)-1-methyl-1H-imidazol-5-yl)phenoxy)benzaldehyde ClC1=CC(=C(C=O)C=C1)OC1=CC=C(C=C1)C1=CN=C(N1C)CN(C)C